FC(O[C@H]1C[C@H](C1)C=1C=NN(C1)C12CC(C1)(C2)NC(OCC[Si](C)(C)C)=O)(F)F 2-(trimethylsilyl)ethyl (3-{4-[cis-3-(trifluoromethoxy)cyclobutyl]-1H-pyrazol-1-yl}bicyclo[1.1.1]pentan-1-yl)carbamate